C(#N)C1=C(C=CC=C1)[C@H](CC)C=1C=NN(C1)C(F)(F)F (1S,2R)-1-(2-cyanophenyl)-1-(1-(trifluoromethyl)-1H-pyrazol-4-yl)propan